1-(4-(4-(benzo[d]thiazol-5-ylamino)quinolin-6-yl)-3-fluorobenzoyl)piperidine-3-carboxamide S1C=NC2=C1C=CC(=C2)NC2=CC=NC1=CC=C(C=C21)C2=C(C=C(C(=O)N1CC(CCC1)C(=O)N)C=C2)F